racemic-N-[(3,5-difluoropyridin-2-yl)methyl]-2-[3-(fluoromethyl)[1,4'-bipiperidin]-1'-yl]-1,3-thiazole-5-carboxamide FC=1C(=NC=C(C1)F)CNC(=O)C1=CN=C(S1)N1CCC(CC1)N1C[C@@H](CCC1)CF |r|